N-(12-hydroxy-5,8,10,14-eicosatetraenoyl)-gamma-aminobutyric acid OC(C=CC=CCC=CCCCC(=O)NCCCC(=O)O)CC=CCCCCC